2,6-di-tert-butyl-4-((4-((4-methylpent-2-yl)amino)phenyl)amino)phenol C(C)(C)(C)C1=C(C(=CC(=C1)NC1=CC=C(C=C1)NC(C)CC(C)C)C(C)(C)C)O